C(C)(C)(C)OC(=O)N1C[C@H](CC1)OC1=NC(=CC(=C1OC)Cl)N=C(C1=CC=CC=C1)C1=CC=CC=C1 (S)-3-((4-chloro-6-((diphenylmethylene)amino)-3-methoxypyridin-2-yl)oxy)pyrrolidine-1-carboxylic acid tert-butyl ester